1,2-dihydro-2-isobutoxyquinoline C(C(C)C)OC1NC2=CC=CC=C2C=C1